P(=O)(OC(C)CC)(OC(C)CC)OC1=CC=CC=C1 di(2-butyl) phenyl phosphate